COCC1OCCC(C1)C=1C=CC(=NC1)NC(=O)C1CC1 N-(5-(2-(methoxymethyl)tetrahydro-2H-pyran-4-yl)pyridin-2-yl)cyclopropanecarboxamide